4,4'-(2,7-diiodo-9H-fluorene-9,9-diyl)bis(2-(hydroxymethyl)-6-methylphenol) IC1=CC=2C(C3=CC(=CC=C3C2C=C1)I)(C1=CC(=C(C(=C1)C)O)CO)C1=CC(=C(C(=C1)C)O)CO